OC=1C(=NC(=CN1)C1=C(C=C(C=C1C)C(F)(F)F)O)NC(N)=S 3-[3-hydroxy-6-[2-hydroxy-6-methyl-4-(trifluoromethyl)phenyl]pyrazin-2-yl]thiourea